(2-methoxy-7-methyl-6,7,8,9-tetrahydro-5H-pyrido[2,3-d]azepin-3-yl)-4-(tetrahydro-2H-pyran-2-yl)benzenesulfonamide COC=1C(=CC2=C(CCN(CC2)C)N1)C1=C(C=CC(=C1)C1OCCCC1)S(=O)(=O)N